7-((2,5-dihydroxybenzylidene)amino)-4-methyl-coumarin OC1=C(C=NC2=CC=C3C(=CC(OC3=C2)=O)C)C=C(C=C1)O